4-(5-(((1S,3S)-3-(isopropoxycarbonyl)cyclohexyl)oxy)-4-methylpyrimidin-2-yl)-1-methyl-1H-pyrazole-5-carboxylic acid C(C)(C)OC(=O)[C@@H]1C[C@H](CCC1)OC=1C(=NC(=NC1)C=1C=NN(C1C(=O)O)C)C